CC([C@@H](C(=O)N1[C@@H]([C@H]2C([C@H]2C1)(C)C)C(=O)OC)NC(=O)C1=CN=CO1)(C)C methyl (1R,2S,5S)-3-((S)-3,3-dimethyl-2-(oxazole-5-carboxamido)butanoyl)-6,6-dimethyl-3-azabicyclo[3.1.0]hexane-2-carboxylate